N-(2-(2-(2-(2-aminoethoxy)ethoxy)ethoxy)ethyl)-3-(6-(1-(2,2-difluorobenzo[d][1,3]dioxol-5-yl)cyclopropane-1-carboxamido)-3-methylpyridin-2-yl)benzamide NCCOCCOCCOCCNC(C1=CC(=CC=C1)C1=NC(=CC=C1C)NC(=O)C1(CC1)C1=CC2=C(OC(O2)(F)F)C=C1)=O